tert-butyl 2-(2-(4-((chlorocarbonyl)oxy)-2-methylbutan-2-yl)-3-((di-tert-butoxyphosphoryl)oxy)-5-methylphenyl)acetate ClC(=O)OCCC(C)(C)C1=C(C=C(C=C1OP(=O)(OC(C)(C)C)OC(C)(C)C)C)CC(=O)OC(C)(C)C